ClC1=C(C=O)C(=CC(=C1)CO)Cl 2,6-dichloro-4-(hydroxymethyl)benzaldehyde